tert-butyl (S)-3-((1-cyclopropyl-1H-1,2,3-triazol-4-yl) ((3,8-dicyano-4-(neopentylamino) quinolin-6-yl) amino) methyl)-4,7-dihydrothieno[2,3-c]pyridine-6(5H)-carboxylate C1(CC1)N1N=NC(=C1)[C@H](C1=CSC=2CN(CCC21)C(=O)OC(C)(C)C)NC=2C=C1C(=C(C=NC1=C(C2)C#N)C#N)NCC(C)(C)C